2-(4-(2-((4-chlorobenzyl)amino)-2-oxoethoxy)-3-methoxyphenyl)-N-cyclohexyl-2-oxoacetamide ClC1=CC=C(CNC(COC2=C(C=C(C=C2)C(C(=O)NC2CCCCC2)=O)OC)=O)C=C1